6-OXO-1-propyl-1,6-dihydropyridazine-3-carboxylate O=C1C=CC(=NN1CCC)C(=O)[O-]